F[C@H]1[C@@H]2C=C[C@H](C[C@H]1C(=C)C=1N=CC(=NC1)C1=C(C=C(C=C1)C1=CC(=NC=C1)OC)O)N2 2-(5-(1-((1S,2R,3S,5S)-2-fluoro-8-azabicyclo[3.2.1]oct-6-en-3-yl)vinyl)pyrazin-2-yl)-5-(2-methoxypyridin-4-yl)phenol